(1r,4r)-4-[(3aR,9bR)-9b-(4-chlorobenzenesulfonyl)-7-{[2-fluoro-6-(trifluoromethyl)phenyl]methoxy}-1H,2H,3H,3aH,4H,5H,9bH-benzo[e]indole-3-carbonyl]cyclohexane-1-carboxylic acid ClC1=CC=C(C=C1)S(=O)(=O)[C@]12CCN([C@@H]2CCC2=C1C=CC(=C2)OCC2=C(C=CC=C2C(F)(F)F)F)C(=O)C2CCC(CC2)C(=O)O